COC1=C(C=O)C=C(C(=C1C)CCCCC)OC 2,5-dimethoxy-3-methyl-4-pentylbenzaldehyde